CN(C1=NC=C(C2=CC=CC=C12)C(C)=O)C 1-(1-(Dimethylamino)isoquinolin-4-yl)ethan-1-one